OC1=CC=CC(=N1)C1=NC(=CC=C1)O 6,6'-dihydroxy-2,2'-bipyridyl